CC(C[C@@H](C(NNCC1C(NCC1)=O)=O)NC(=O)C=1NC2=CC=CC=C2C1)C N-((2S)-4-Methyl-1-oxo-1-(2-((2-oxo-pyrrolidin-3-yl)methyl)hydrazinyl)pentan-2-yl)-1H-indole-2-carboxamide